8-(4-Fluorophenyl)-3-methyl-1-(pyrimidin-5-yl)-1,3-dihydro-2H-imidazo[4,5-c]quinolin-2-imine FC1=CC=C(C=C1)C1=CC=2C3=C(C=NC2C=C1)N(C(N3C=3C=NC=NC3)=N)C